4-(3-(2-(dimethylamino)ethyl)-1H-indol-1-yl)-4-oxobutanoic acid methyl ester COC(CCC(=O)N1C=C(C2=CC=CC=C12)CCN(C)C)=O